7-cyano-N-(4-fluorophenyl)-N-methyl-1-benzofuran-2-carboxamide C(#N)C1=CC=CC=2C=C(OC21)C(=O)N(C)C2=CC=C(C=C2)F